CC1=C(C=C(C=C1)C)NC=CC(=O)C1=CC=CC=C1 3-[(2,5-dimethylphenyl)amino]-1-phenyl-2-propen-1-one